BrC=1C(=NC(=NC1)NC1=CC=C2CCN(CC2=C1)CC1=CC=NC=C1)NC1=C(C(=O)NC)C=CC=C1 2-[5-bromo-2-(2-pyridin-4-ylmethyl-1,2,3,4-tetrahydro-isoquinolin-7-ylamino)-pyrimidin-4-ylamino]-N-methyl-benzamide